8-cyclopentyl-6-cyclopropyl-2-(methylthio)pyrido[2,3-d]pyrimidin-7(8H)-one C1(CCCC1)N1C(C(=CC2=C1N=C(N=C2)SC)C2CC2)=O